1-(3-((4-(4-chloro-3-fluorophenyl)piperazin-1-yl)methyl)-4-(trifluoromethyl)phenyl)-N1,N2,N2-trimethylethane-1,2-diamine ClC1=C(C=C(C=C1)N1CCN(CC1)CC=1C=C(C=CC1C(F)(F)F)C(CN(C)C)NC)F